C1(CCCCC1)C[C@@H](C(=O)N[C@H](C(=O)OC)CCC(=O)N1CCOC2=C(C1)C=CC=C2)NC(=O)OCCCCCC methyl (S)-2-((S)-3-cyclohexyl-2-(((hexyloxy)carbonyl)amino)propanamido)-5-(2,3-dihydrobenzo[f][1,4]oxazepin-4(5H)-yl)-5-oxopentanoate